Ethyl 4-(4-(2-((3-(2,6-dioxopiperidin-3-yl)-1-methyl-1H-indazol-7-yl)oxy)-acetyl)piperazine-1-carbonyl)-1H-pyrrole-2-carboxylate O=C1NC(CCC1C1=NN(C2=C(C=CC=C12)OCC(=O)N1CCN(CC1)C(=O)C=1C=C(NC1)C(=O)OCC)C)=O